((1s,4s)-4-methylcyclohexyl)piperidine-4-carboxamide CC1CCC(CC1)N1CCC(CC1)C(=O)N